ClC=1C=C(C=CC1F)N(C(=O)[C@H]1N(C(N(C1)CCC(=O)NC)=O)C1=NC(=CC(=C1)C(F)(F)F)C)C (S)-N-(3-Chloro-4-fluorophenyl)-N-methyl-3-(6-methyl-4-(trifluoromethyl)pyridin-2-yl)-1-(3-(methylamino)-3-oxopropyl)-2-oxoimidazolidine-4-carboxamide